C(#N)C=1C=NN2C1C(=CC(=C2)CCC(C)(C)O)C=2C=CC(=NC2)N2CC1N(C(C2)C1)C(=O)OC(C)(C)C Tert-butyl 3-(5-(3-cyano-6-(3-hydroxy-3-methylbutyl) pyrazolo[1,5-a]pyridin-4-yl) pyridin-2-yl)-3,6-diazabicyclo[3.1.1]heptane-6-carboxylate